2-(Methylsulfonyl)-2-azaspiro[3.3]heptan-6-yl(8-amino-7-fluoro-6-(8-methyl-2,3-dihydro-1H-pyrido[2,3-b][1,4]oxazin-7-yl)isoquinolin-3-yl)carbamate CS(=O)(=O)N1CC2(C1)CC(C2)N(C([O-])=O)C=2N=CC1=C(C(=C(C=C1C2)C2=C(C1=C(OCCN1)N=C2)C)F)N